CN(C(OC(C)(C)C)=O)CCCCCN1C=NC2=C1C(=CC=C2)B2OC(C(O2)(C)C)(C)C tert-butyl N-methyl-N-[5-[7-(4,4,5,5-tetramethyl-1,3,2-dioxaborolan-2-yl)benzimidazol-1-yl]pentyl]carbamate